(S)-8-((tetrahydro-2H-pyran-4-yl)sulfonyl)-3-(2-(4-(p-tolyl)piperazin-1-yl)ethyl)-2-oxa-8-azaspiro[4.5]decan-1-one O1CCC(CC1)S(=O)(=O)N1CCC2(C[C@H](OC2=O)CCN2CCN(CC2)C2=CC=C(C=C2)C)CC1